rel-(R)-4-(7-fluoroimidazo[1,2-a]pyridin-3-yl)-7-((5-(2-(1-hydroxycyclopropyl)morpholino)pyridin-2-yl)amino)isoindolin-1-one FC1=CC=2N(C=C1)C(=CN2)C2=C1CNC(C1=C(C=C2)NC2=NC=C(C=C2)N2C[C@@H](OCC2)C2(CC2)O)=O |o1:28|